6-cyano-5-{imidazo[1,5-a]pyridin-7-yl}-2,3-dihydro-1H-indene-4-carboxylic acid C(#N)C=1C(=C(C=2CCCC2C1)C(=O)O)C1=CC=2N(C=C1)C=NC2